(3R,4R)-4-((5-fluoro-7-isopropylpyrrolo[2,1-f][1,2,4]triazin-2-yl)amino)-1-(phenylsulfonyl)piperidin-3-ol FC=1C=C(N2N=C(N=CC21)N[C@H]2[C@@H](CN(CC2)S(=O)(=O)C2=CC=CC=C2)O)C(C)C